8-(cyclohexyloxy)-4H,5H-[1,3]thiazolo[4,5-h]quinazolin-2-amine C1(CCCCC1)OC1=NC=2C3=C(CCC2C=N1)N=C(S3)N